BrC1=C(C=CC(=C1)F)C1(C=NNC1NC1=C(C=CC=C1F)Br)C1=C(C=CC=C1F)F 4-(2-bromo-4-fluorophenyl)-N-(2-bromo-6-fluorophenyl)-4-(2,6-difluorophenyl)-1H-pyrazol-5-amine